styrylacrylic acid C(=CC1=CC=CC=C1)C(C(=O)O)=C